2-({7-amino-1-oxo-4-[3-(1H-pyrazol-4-yl)phenyl]-2,3-dihydro-1H-isoindol-2-yl}methyl)prop-2-enamide NC=1C=CC(=C2CN(C(C12)=O)CC(C(=O)N)=C)C1=CC(=CC=C1)C=1C=NNC1